[2H][C@](C)(C1=C(C(=CC(=C1)F)Cl)CO)NC(COC(F)F)=O (S)-N-(1-deutero-1-(3-chloro-5-fluoro-2-(hydroxymethyl)phenyl)ethyl)-2-(difluoromethoxy)acetamide